BrC=1C(=C(NC1C(F)(F)F)C1=CC=C(C=C1)Cl)C#N 4-Bromo-2-(4-chlorophenyl)-5-(trifluoromethyl)-1H-pyrrole-3-carbononitrile